N-[2-Methyl-5-(2-methyl-7-nitro-1-oxo-1,2-dihydro-isoquinolin-4-yl)-phenyl]-methanesulfonamide CC1=C(C=C(C=C1)C1=CN(C(C2=CC(=CC=C12)[N+](=O)[O-])=O)C)NS(=O)(=O)C